C(C)N1N=C(C(=C1)C1=C(C=CC=C1)C1C2=C(CN(C1)C(\C=C\COC)=O)SC(=C2)C#N)C(F)(F)F (E)-4-(2-(1-Ethyl-3-(trifluoromethyl)-1H-pyrazol-4-yl)phenyl)-6-(4-methoxybut-2-enoyl)-4,5,6,7-tetrahydrothieno[2,3-c]pyridine-2-carbonitrile